7-(5-Bromopyridin-3-yl)-2-(difluoromethyl)-2-ethyltetrahydropyrazolo[1,2-a]Pyrazol-1(5H)-one BrC=1C=C(C=NC1)C1CCN2N1C(C(C2)(CC)C(F)F)=O